(R)-3-chloro-4,6-dimethyl-7-(1-methylpiperidin-3-yl)-7H-imidazo[4,5-c]pyridazine ClC1=C(C2=C(N=N1)N(C(=N2)C)[C@H]2CN(CCC2)C)C